hexyl 11-oxoundecanoate O=CCCCCCCCCCC(=O)OCCCCCC